CC1(OB(OC1(C)C)C1=CN(C2=CC=CC=C12)S(=O)(=O)CC1=CC=CC=C1)C 3-(4,4,5,5-tetramethyl-1,3,2-dioxaborolan-2-yl)-1-toluenesulfonyl-1H-indole